ClC1=CC(=NC=C1)CNC(=O)C=1SC(=NN1)CCCCC=1SC(=NN1)C(NCC1=NC=CC=C1)=O N-((4-chloropyridin-2-yl)methyl)-5-(4-(5-((pyridin-2-ylmethyl)carbamoyl)-1,3,4-thiadiazol-2-yl)butyl)-1,3,4-thiadiazole-2-carboxamide